C(#N)NC(=N)NCC1(CN(C1)C(=O)C1=C(C(=C(C=C1)F)F)NC1=C(C=C(C=C1)I)F)O 1-cyano-3-{[1-({3,4-difluoro-2-[(2-fluoro-4-iodophenyl)amino]phenyl}carbonyl)-3-hydroxyazetidin-3-yl]methyl}guanidine